C1(CCCCC1)C1=CC=C(C=C1)N(C1=CC=2C(C3=CC=CC=C3C2C=C1)(C)C)C1=CC=C(C=C1)C1=CC(=CC(=C1)C(C)(C)C)C1=CC(=CC(=C1)C(C)(C)C)C(C)(C)C N-(4-cyclohexylphenyl)-N-(3'',5',5''-tri-tert-butyl-1,1':3',1''-terphenyl-4-yl)-9,9-dimethyl-9H-fluoren-2-amine